C(C(C)C)O.C(C(C)C)O.C(C(C)C)O.C(C(C)C)O.[Ti] titanium tetra(isobutanol)